C(=O)C=1N(C=2N(N=C(C2)C(=O)OC)C1)CCOC methyl 2-formyl-1-(2-methoxyethyl)-1H-imidazo[1,2-b]pyrazole-6-carboxylate